phenazine-3,6-dinitrile C1=CC(=CC2=NC=3C(=CC=CC3N=C12)C#N)C#N